FC(CCCS(=O)CCCCCCCCC[C@H]1[C@H]2[C@@H]3CC[C@@H]([C@@]3(C)CC[C@@H]2C=2C=CC(=CC2C1)B1OC(C(O1)(C)C)(C)C)O)(C(F)(F)F)F (7a,17b)-7-[9-[(4,4,5,5,5-pentafluoropentyl)sulfinyl]nonyl]-3-(4,4,5,5-tetramethyl-1,3,2-dioxaborolan-2-yl)-estra-1,3,5(10)-trien-17-ol